Pyrazolo[1,5-a]pyridine-4-thiolate sodium [Na+].N1=CC=C2N1C=CC=C2[S-]